ClC1=CC(=C(C=C1OC)[N-]C(=O)C1=CC2=CC=CC=C2C=C1O)OC N-(4-chloro-2,5-dimethoxyphenyl)-3-hydroxy-2-naphthoyl-amide